4-cyclopropyl-6-((5-fluoro-4-(4-fluoro-2-methoxyphenyl)pyrimidin-2-yl)amino)-8-((4-acetylpiperazin-1-yl)methyl)-2H-benzo[b][1,4]oxazin-3(4H)-one C1(CC1)N1C2=C(OCC1=O)C(=CC(=C2)NC2=NC=C(C(=N2)C2=C(C=C(C=C2)F)OC)F)CN2CCN(CC2)C(C)=O